CC(C[C@@H](C(=O)O)NC(C(NC1=C(C=CC=C1)OC(F)(F)F)=O)=O)(C)C (S)-4,4-dimethyl-2-(2-oxo-2-((2-(trifluoromethoxy)phenyl)amino)acetamido)pentanoic acid